N,N'-dimethylphospholdiamide CNC(=O)C=1PC=CC1C(=O)NC